(3,4-epoxy cyclohexyl) adipate C(CCCCC(=O)[O-])(=O)OC1CC2C(CC1)O2